FC(C=1C=CC(=NC1)OC[C@@H](C)NC1=NC(=NC(=C1Cl)C(F)F)C)(F)F |r| (RS)-N-(1-((5-trifluoromethylpyridin-2-yl)oxy)propan-2-yl)-5-chloro-2-methyl-6-difluoromethyl-pyrimidine-4-amine